5-[1-[[5-[5-(Difluoromethyl)-1,3,4-oxadiazol-2-yl]furan-2-yl]methyl]triazol-4-yl]pyridin-2-amine FC(C1=NN=C(O1)C1=CC=C(O1)CN1N=NC(=C1)C=1C=CC(=NC1)N)F